BrC1=CC=C(C=C1)CC(=O)N1CCCC1 2-(4-bromophenyl)-1-(pyrrolidin-1-yl)ethane-1-one